(1r,4r)-ethyl 4-(benzyloxy)-1-hydroxycyclohexanecarboxylate C(C1=CC=CC=C1)OC1CCC(CC1)(C(=O)OCC)O